C(C1=CC=CC=C1)C=1C=NC(=NC1)N1CCN(CC1)C=1C=NN2N=C(C=CC21)C=2C=NN(C2)C 3-[4-(5-benzylpyrimidin-2-yl)piperazin-1-yl]-6-(1-methyl-1H-pyrazol-4-yl)pyrazolo[1,5-b]pyridazine